(S)-5-((4-((2-hydroxy-1-phenylethyl)amino)-5-(1,2,4-oxadiazol-5-yl)pyrimidin-2-yl)amino)-3,3-dimethylisoindolin-1-one OC[C@H](C1=CC=CC=C1)NC1=NC(=NC=C1C1=NC=NO1)NC=1C=C2C(NC(C2=CC1)=O)(C)C